methyl 6,7-difluoro-2-(4-fluorophenyl)-1H-indole-3-carboxylate FC1=CC=C2C(=C(NC2=C1F)C1=CC=C(C=C1)F)C(=O)OC